C[C@@H]1N(C2=CC=CC=C2[C@@H](C1)NC1=CC=C(C=C1)NC(CNC(=O)NC1=CC=C(C=C1)NC(CN1C[C@H]2N(CC1)C(CC2)=O)=O)=O)C(CC)=O N-(4-(((2S,4R)-2-methyl-1-propionyl-1,2,3,4-tetrahydroquinolin-4-yl)amino)phenyl)-2-(3-(4-(2-((S)-6-oxohexahydropyrrolo[1,2-a]pyrazin-2(1H)-yl)acetamido)phenyl)ureido)acetamide